BrC=1C=C2C(OCC=3C=C(N=CC3C=3C=C(C(=C(NS(C(C1O)=C2)(=O)=O)C3)OC)F)OC)=O 13-bromo-20-fluoro-14-hydroxy-5,19-dimethoxy-16,16-dioxo-9-oxa-16λ6-thia-4,17-diazatetracyclo[16.3.1.111,15.02,7]tricosa-1(22),2(7),3,5,11,13,15(23),18,20-nonaen-10-one